8-cyclopropyl-5-hydroxy-6-(2-methylbenzyl)-1,3-diphenylpyrido[2,3-d]pyrimidine-2,4,7(1h,3h,8h)-trione C1(CC1)N1C(C(=C(C2=C1N(C(N(C2=O)C2=CC=CC=C2)=O)C2=CC=CC=C2)O)CC2=C(C=CC=C2)C)=O